CN1C(=NN=C1COC1=CC(=CC=C1)C(F)(F)F)[C@@H]1CC[C@H](CC1)N1N=CC(=C1)[C@@H]1CC[C@H](CC1)NC(OC(C)(C)C)=O tert-Butyl (trans-4-{1-[trans-4-(4-methyl-5-{[3-(trifluoromethyl)phenoxy]methyl}-4H-1,2,4-triazol-3-yl)cyclohexyl]-1H-pyrazol-4-yl}cyclohexyl)carbamate